C(C=C\C=C/CCCCCCC)=O (5Z,7E)-dodecadienealdehyde